C1(=CC=CC=C1)N(C1=CC=C(C=C1)CCCCCCCCCCCCCC)C1=CC=CC=C1 N,N-diphenyl-4-tetradecylaniline